CC(C)(C1=CC(=C(C=C1)O)C)C1=CC(=C(C=C1)O)C 4,4'-(1-methylethylidene)bis[2-methylphenol]